OCCNC(OC1CCC(CC1)C(N(CC12CCC(CC1)(CC2)C=2C=NC(=CC2)N(C)C)C2=CC(=CC=C2)C=2C=NN(C2)C2CC2)=O)=O 4-((3-(1-Cyclopropyl-1H-pyrazol-4-yl)phenyl)((4-(6-(dimethylamino)pyridin-3-yl)bicyclo[2.2.2]octan-1-yl)methyl)carbamoyl)cyclohexyl (2-hydroxyethyl)trans-carbamate